ClC1=NC=2N(C=C1)N=CC2NC(=O)[C@H]2CCN(C1(CC1)C2)C(=O)C2=NNC(=C2)C2=CC(=NC=C2F)OC (7S)-N-{5-chloropyrazolo[1,5-a]pyrimidin-3-yl}-4-[5-(5-fluoro-2-methoxypyridin-4-yl)-1H-pyrazole-3-carbonyl]-4-azaspiro[2.5]octane-7-carboxamide